4-(2,4-Dichlorophenyl)-5-((6-(4-fluorophenyl)imidazo[2,1-b]thiazol-3-yl)methyl)-2,4-dihydro-3H-1,2,4-triazole-3-thion ClC1=C(C=CC(=C1)Cl)N1C(NN=C1CC=1N2C(SC1)=NC(=C2)C2=CC=C(C=C2)F)=S